4,4,5,5-tetramethyl-2-(1,2,3,6-tetrahydro-[1,1'-biphenyl]-4-yl)-1,3,2-dioxaborolan CC1(OB(OC1(C)C)C=1CCC(CC1)C1=CC=CC=C1)C